1-(5-((4-(4-fluorophenyl)piperidin-1-yl)methyl)-1-oxoisoindolin-2-yl)dihydropyrimidine-2,4(1H,3H)-dione FC1=CC=C(C=C1)C1CCN(CC1)CC=1C=C2CN(C(C2=CC1)=O)N1C(NC(CC1)=O)=O